C(C)(C)(C)OC(=O)N[C@H](CN1CC(CCO1)C(=O)OC)C methyl 1-((S)-2-((t-butoxycarbonyl) amino) propyl)-6-oxapiperidine-3-carboxylate